N=1C=CN2C1N=CC(=C2)C=2C=CN1N=C(N=C(C12)OC([2H])([2H])[2H])NC1CCC2(CCO2)CC1 5-(imidazo[1,2-a]pyrimidin-6-yl)-4-(methoxy-d3)-N-((4r,7r)-1-oxaspiro[3.5]nonan-7-yl)pyrrolo[2,1-f][1,2,4]triazin-2-amine